FC1=C(C=CC(=C1F)OCCCO)C=1C(CC(NN1)=O)C 6-[2,3-difluoro-4-(3-hydroxypropoxy)phenyl]-5-methyl-4,5-dihydro-2H-pyridazin-3-one